[K+].[Cu+2].N1=C(C=CC2=CC=CC=C12)C(=O)[O-].N1=C(C=CC2=CC=CC=C12)C(=O)[O-].N1=C(C=CC2=CC=CC=C12)C(=O)[O-] quinolate copper potassium